S1C=CC(=C1)C=O Thiophene-4-carbaldehyde